(2-methylthiazol-5-yl)(1-(trifluoromethyl)cyclopropyl)methanone CC=1SC(=CN1)C(=O)C1(CC1)C(F)(F)F